6-chloro-N-[(trans)-4-(3,3-difluoropyrrolidin-1-yl)cyclohexyl]-1H,3H-furo[3,4-c]pyridine-4-carboxamide ClC1=CC2=C(C(=N1)C(=O)N[C@@H]1CC[C@H](CC1)N1CC(CC1)(F)F)COC2